C1(CC1)CC(C(=O)N[C@@H](CC1=CC=CC=C1)OB(O)O)C(=O)NCC1=CC(=CC=C1)OC ((1R)-1-(2-(cyclopropylmethyl)-3-((3-methoxybenzyl)amino)-3-oxopropionamido)-2-phenylethyl)boric acid